C=C1CCN2CCCC12C(=O)OC methyl 1-methylenetetrahydro-1H-pyrrolizin-7a(5H)-carboxylate